ClC=1C=C(C=CC1Cl)[C@@H]1N(C[C@H](N(C1)C(=O)C1(CC1)C(F)(F)F)C)C(=O)OC(C)(C)C (2S,5R)-tert-butyl 2-(3,4-dichlorophenyl)-5-methyl-4-(1-(trifluoromethyl)cyclopropanecarbonyl)piperazine-1-carboxylate